Lithium manganese (IV) oxide [O-2].[Mn+4].[Li+]